C(C)(C)C1=C(NC2=CC=C(C=C12)C=1C=NC(=NC1)N)C1=CC(=NC=C1)C 5-(3-isopropyl-2-(2-methylpyridin-4-yl)-1H-indol-5-yl)pyrimidin-2-amine